1-(2-((2-chloro-4-fluorophenyl)amino)pyrimidin-4-yl)-N-(1-(3-chlorophenyl)-2-hydroxy-ethyl)-1H-pyrrole-3-carboxamide ClC1=C(C=CC(=C1)F)NC1=NC=CC(=N1)N1C=C(C=C1)C(=O)NC(CO)C1=CC(=CC=C1)Cl